ClC1=C(C=C2C=C(N=CC2=C1)NC(=O)[C@@H]1C([C@H]1C)(F)F)C1CCN(CC1)C1COC1 (1R,3S)-N-(7-chloro-6-(1-(oxetan-3-yl)piperidin-4-yl)isoquinolin-3-yl)-2,2-difluoro-3-methylcyclopropane-1-carboxamide